5-Fluoro-2-(3-methyl-6-{1-[(3S)-2-methyl-6-[(1R,4R)-2-oxa-5-azabicyclo[2.2.1]heptane-5-yl]hexane-3-yl]azetidin-3-yl}imidazo[1,5-a]pyridin-8-yl)benzoic acid ethyl ester C(C)OC(C1=C(C=CC(=C1)F)C=1C=2N(C=C(C1)C1CN(C1)[C@H](C(C)C)CCCN1[C@H]3CO[C@@H](C1)C3)C(=NC2)C)=O